3-(2-(4-chloro-3-fluorophenoxy)acetamido)bicyclo[1.1.1]pentane-1-carboxylic acid ClC1=C(C=C(OCC(=O)NC23CC(C2)(C3)C(=O)O)C=C1)F